4-amino-8-(3-chloropyridazin-4-yl)-7-fluoro-N-propylisoquinoline-3-carboxamide NC1=C(N=CC2=C(C(=CC=C12)F)C1=C(N=NC=C1)Cl)C(=O)NCCC